6-methoxy-1,2,3,4-tetrahydroharman CC1C2=C(CCN1)C3=C(N2)C=CC(=C3)OC